C(C)C(C(=O)OCCC1=NC(=CC=C1Br)Cl)CCCCCCS(N(CC1=CC=C(C=C1)OC)CC1=CC=C(C=C1)OC)(=O)=O 2-(3-bromo-6-chloropyridin-2-yl)ethanol Ethyl-8-(N,N-bis(4-methoxybenzyl)sulfamoyl)octanoate